NC=1C2=C(N=CN1)C(=CS2)C(=O)NC2=C1C=CN=C(C1=CC=C2C)C(C)OC2=CC=CC=C2 4-amino-N-(6-methyl-1-(1-phenoxyethyl)isoquinolin-5-yl)thieno[3,2-d]pyrimidine-7-carboxamide